C(CCCC(C)N)N hexane-1,5-diamine